CN(C1=CC(=C(C=O)C=C1)OCCC)C 4-(dimethylamino)-2-propoxybenzaldehyde